C(C)C(C(=O)N)CCCCCCCCCCCCCC ethyl-palmitoamide